tert-Butyl 2-(3-acetyl-5-(2-(tert-butoxy)pyrimidin-5-yl)-1H-indazol-1-yl)acetate C(C)(=O)C1=NN(C2=CC=C(C=C12)C=1C=NC(=NC1)OC(C)(C)C)CC(=O)OC(C)(C)C